4-(2-(4-chlorobenzyl)-1-((1r,4r)-4-methoxycyclohexyl)-1H-benzo[d]imidazol-5-yl)-3,5-dimethylisoxazole ClC1=CC=C(CC2=NC3=C(N2C2CCC(CC2)OC)C=CC(=C3)C=3C(=NOC3C)C)C=C1